3-(4-cyano-1H-pyrazol-1-yl)-2-hydroxypropionate C(#N)C=1C=NN(C1)CC(C(=O)[O-])O